ClC1=C(C(=NN1C(CC)CC)CC)C=O 5-CHLORO-3-ETHYL-1-(PENTAN-3-YL)-1H-PYRAZOLE-4-CARBALDEHYDE